C(C)(C)(C)OC(=O)N1N=C(C=C1COCC1=CC=CC=C1)NC1=NC(=C2C=CC=NC2=C1)NC1C2CC3CC(CC1C3)(C2)O 5-(benzyloxymethyl)-3-[[5-[(5-hydroxy-2-adamantyl)amino]-1,6-naphthyridin-7-yl]amino]pyrazole-1-carboxylic acid tert-butyl ester